(R)-1-(5-bromopyrimidin-2-yl)pyrrolidin-3-ol BrC=1C=NC(=NC1)N1C[C@@H](CC1)O